2-Chloro-6-(4-chlorophenyl)-N-(2,4-dimethoxybenzyl)pyrimidin-4-amine ClC1=NC(=CC(=N1)NCC1=C(C=C(C=C1)OC)OC)C1=CC=C(C=C1)Cl